[3-(5-chloro-13-morpholino-3,4,7,9,12-pentazatricyclo[8.4.0.02,6]tetradeca-1(10),2(6),4,7,11,13-hexaen-8-yl)-2,4-difluoro-phenyl]methanol ClC1=NNC=2C=3C=C(N=CC3NC(=NC12)C=1C(=C(C=CC1F)CO)F)N1CCOCC1